5-(4-fluorophenyl)-7-oxo-1,8-dihydropyrazolo[4,3-g]Quinoline-6-carboxylic acid methyl ester COC(=O)C=1C(NC2=CC3=C(C=C2C1C1=CC=C(C=C1)F)C=NN3)=O